C(#N)C1=CC=C(C=C1)N1N=CC(=C1)C=1N=C2N(C(C1C)=O)C=C(C=C2[C@@H](C)NC2=C(C(=O)O)C=CC=C2)C (R)-2-((1-(2-(1-(4-cyanophenyl)-1H-pyrazol-4-yl)-3,7-dimethyl-4-oxo-4H-pyrido[1,2-a]pyrimidin-9-yl)ethyl)amino)benzoic acid